NC1CC(C1)OS(N)(=O)=O sulfamic acid 3-amino-cyclobutylester